1-[2-[4-(7-Azaspiro[3.5]nonan-2-ylsulfonyl)-2-methyl-anilino]-5-(trifluoromethyl)pyrimidin-4-yl]-3-methyl-piperidin-3-ol C1C(CC12CCNCC2)S(=O)(=O)C2=CC(=C(NC1=NC=C(C(=N1)N1CC(CCC1)(O)C)C(F)(F)F)C=C2)C